(2R)-2-(tert-Butoxycarbonylamino)-5-[2-(methylamino)-5-nitro-anilino]-5-oxo-pentanoic acid methyl ester COC([C@@H](CCC(=O)NC1=C(C=CC(=C1)[N+](=O)[O-])NC)NC(=O)OC(C)(C)C)=O